C1(=CC=CC=C1)C(C1=CC=C(NC(C)C)C=C1)C1=CC=C(NC(C)C)C=C1 4,4'-(phenylmethylene)bis(N-isopropylaniline)